CC1=C(C(=CC(=C1)O[Si](C(C)C)(C(C)C)C(C)C)C)CC1=CC2=C(NC=CO2)C=C1 7-[(2,6-dimethyl-4-triisopropylsilyloxy-phenyl)methyl]4H-1,4-benzoxazine